BrC=1SC(=C(N1)C=O)C1COCC1 2-bromo-5-(tetrahydrofuran-3-yl)thiazole-4-carbaldehyde